C(CCC)OC=1N=NC(=C2C1N(C(=N2)CCCC)CC2=CC=C(C=C2)OC)N 7-butoxy-2-butyl-1-(4-methoxybenzyl)-1H-imidazo[4,5-d]pyridazin-4-amine